tert-Butyl (3-(2-((4-((2-bromo-6-methoxypyridin-3-yl)carbamoyl)-6-(trifluoro-methyl)pyridin-3-yl)amino)-5-fluorophenyl)propyl)carbamate BrC1=NC(=CC=C1NC(=O)C1=C(C=NC(=C1)C(F)(F)F)NC1=C(C=C(C=C1)F)CCCNC(OC(C)(C)C)=O)OC